4-((3-isopropyl-5-(tetrahydro-2H-pyran-4-yl)pyrazolo[1,5-a]pyrimidin-7-yl)amino)piperidine-1-carboxylic acid (1-(tert-butoxycarbonyl)-3-fluoroazetidin-3-yl)methyl ester C(C)(C)(C)OC(=O)N1CC(C1)(F)COC(=O)N1CCC(CC1)NC1=CC(=NC=2N1N=CC2C(C)C)C2CCOCC2